C(C1=CC=CC=C1)OC(=O)N1CCC(=CC1)B(O)O (1-((benzyloxy)carbonyl)-1,2,3,6-tetrahydropyridin-4-yl)boronic acid